Ethylen Butylacrylat C(CCC)OC(C=C)=O.C=C